FC1=CC=C2NC3(CC(CCC3=CC2=C1)NC1=CC=C(C=C1)F)C 7-Fluoro-N-(4-fluorophenyl)-4a-methyl-1,2,3,4,4a,10-hexahydroacridin-3-amine